C(C)OC=1C=C(C=C(C1C1=NN=NN1)F)C1=CC(=NC=N1)NCCN1C(=CC2=C(C=C(C=C12)F)OC)C {6-[3-Ethoxy-5-fluoro-4-(1H-tetrazol-5-yl)-phenyl]-pyrimidin-4-yl}-[2-(6-fluoro-4-methoxy-2-methyl-indol-1-yl)-ethyl]-amine